1-(4-fluorobenzyl)-5-hydroxy-1H-pyrazole-4-carboxylic acid FC1=CC=C(CN2N=CC(=C2O)C(=O)O)C=C1